2-[[4-(3-ethynyl-1-tetrahydropyran-2-yl-indazol-5-yl)-2-methyl-pyrazol-3-yl]methoxy]ethanol C(#C)C1=NN(C2=CC=C(C=C12)C1=C(N(N=C1)C)COCCO)C1OCCCC1